N1CC(C1)OCCCO 3-(azetidin-3-yloxy)propan-1-ol